(Z)-5-fluoro-2-methyl-1-[[p-(methylsulfinyl)phenyl]methylene]-1H-indene-3-acetic acid FC=1C=C2C(=C(/C(/C2=CC1)=C/C1=CC=C(C=C1)S(=O)C)C)CC(=O)O